sodium aluminum chlorooxide ClOCl.[Al].[Na]